tert-Butyl-4-{[(3-{[2-(4-methoxyphenyl)quinolin-4-yl]amino}propyl)(methyl)amino]methyl}piperidine-1-carboxylate C(C)(C)(C)OC(=O)N1CCC(CC1)CN(C)CCCNC1=CC(=NC2=CC=CC=C12)C1=CC=C(C=C1)OC